1-(4-chloro-2-fluoro-3-(3-(pyrrolidin-1-yl)quinoxaline-6-carbonyl)phenyl)-3-(3,4-difluorophenyl)urea ClC1=C(C(=C(C=C1)NC(=O)NC1=CC(=C(C=C1)F)F)F)C(=O)C=1C=C2N=C(C=NC2=CC1)N1CCCC1